N-((6-(2-chloro-3-(2,3-dichloropyridin-4-yl)phenyl)-2-methoxypyridin-3-yl)methyl)propan-2-amine ClC1=C(C=CC=C1C1=C(C(=NC=C1)Cl)Cl)C1=CC=C(C(=N1)OC)CNC(C)C